C(CCCCCCCCCCCCC)(=O)O.C(C)C(C(=O)N)(N)CC diethyl-aminoacetamide myristate